C1(CC1)NC(C(C(CC1C(NCC1)=O)NC(=O)C1C2C(C2CN1C(C=CC1=C(C=C(C=C1)F)F)=O)(C)C)=O)=O N-(4-(cyclopropylamino)-3,4-dioxo-1-(2-oxopyrrolidin-3-yl)butan-2-yl)-3-(3-(2,4-difluorophenyl)acryloyl)-6,6-dimethyl-3-azabicyclo[3.1.0]hexane-2-carboxamide